CC1=C(C2=C(N=CN=C2NC2(CC2)C)O1)C(=O)NCC=1N=CNC(C1)=O 6-methyl-4-[(1-methylcyclopropyl)amino]-N-[(6-oxo-1,6-dihydropyrimidin-4-yl)methyl]furo[2,3-d]pyrimidine-5-carboxamide